F[C@@H]1CN(CC[C@@H]1NC1=NN2C(C(=N1)OC)=C(C=C2)C=2C=CC1=C(N(C(=N1)C)CC(F)(F)F)C2)C N-((3R,4S)-3-fluoro-1-methylpiperidin-4-yl)-4-methoxy-5-(2-methyl-1-(2,2,2-trifluoroethyl)-1H-benzo[d]imidazol-6-yl)pyrrolo[2,1-f][1,2,4]triazin-2-amine